3-difluoromethyl-1-methyl-1H-pyrazole-4-carboxylic acid N-[2-(1,1,2,2-tetrafluoroethoxy)phenyl]-amide FC(C(F)F)(OC1=C(C=CC=C1)NC(=O)C=1C(=NN(C1)C)C(F)F)F